BrC=1C=C2C(C3C(NC2=CC1)C1=C(S(C3)=O)C=3C=CC=CC3SC1)(C)C 9-bromo-7,7-dimethyl-6a,7,12,12a-tetrahydro-6H,13H-thiochromeno[3',4':5,6]thiopyrano[4,3-b]quinolone